5-(4-(2-(5-amino-8-(furan-2-yl)-2-oxothiazolo[5,4-e][1,2,4]triazolo[1,5-c]pyrimidin-3(2H)-yl)ethyl)piperazin-1-yl)-N-(2-(dimethylamino)ethyl)-2,4-difluoro-N-methylbenzamide NC1=NC2=C(C=3N1N=C(N3)C=3OC=CC3)SC(N2CCN2CCN(CC2)C=2C(=CC(=C(C(=O)N(C)CCN(C)C)C2)F)F)=O